N-cyclohexyl-9-hydroxy-5,9-dimethyldec-4-en-1-imine oxide C1(CCCCC1)[N+](=CCCC=C(CCCC(C)(C)O)C)[O-]